2-(4-(((1r,3r)-3-hydroxy-3-methylcyclobutyl)amino)phthalazin-1-yl)-5-(trifluoromethyl)phenol OC1(CC(C1)NC1=NN=C(C2=CC=CC=C12)C1=C(C=C(C=C1)C(F)(F)F)O)C